4-(3-((1-(2,4-difluorophenyl)cyclopropyl)glycyl)-3,8-diazabicyclo[3.2.1]octan-8-yl)benzonitrile FC1=C(C=CC(=C1)F)C1(CC1)NCC(=O)N1CC2CCC(C1)N2C2=CC=C(C#N)C=C2